N-(2,6-dichlorobenzoyl)-N'-(4-bromophenyl)urea ClC1=C(C(=O)NC(=O)NC2=CC=C(C=C2)Br)C(=CC=C1)Cl